(1S,3aR,6aS)-N-((S)-4-hydroxy-3-oxo-1-((S)-2-oxopyrrolidin-3-yl)butan-2-yl)-2-(1H-pyrrolo[3,2-b]pyridine-2-carbonyl)octahydrocyclopenta[c]pyrrole-1-carboxamide OCC([C@H](C[C@H]1C(NCC1)=O)NC(=O)[C@H]1N(C[C@H]2[C@@H]1CCC2)C(=O)C2=CC1=NC=CC=C1N2)=O